C(C)(C)(C)OC(=O)NC1CN(CCCC1)C(=O)[O-] 3-((tert-butoxycarbonyl)amino)azepane-1-carboxylate